FC=1C(=NC=C(C1)C(C(C(F)(F)F)(F)F)(F)F)C=1C(=C(C(=O)N)C=C(C1)[N+](=O)[O-])SC1=NN=C(N1C)C1(OCCO1)C [3-fluoro-5-(1,1,2,2,3,3,3-heptafluoropropyl)-2-pyridyl]-2-[[4-methyl-5-(2-methyl-1,3-dioxolan-2-yl)-1,2,4-triazol-3-yl]sulfanyl]-5-nitro-benzamide